4-[(3S)-3-amino-3-methylpyrrolidin-1-yl]-6-cyano-N-[(1S)-1-cyclopropylethyl]-5-(3,5-difluorophenyl)-N-methylpyridine-3-carboxamide N[C@@]1(CN(CC1)C1=C(C=NC(=C1C1=CC(=CC(=C1)F)F)C#N)C(=O)N(C)[C@@H](C)C1CC1)C